ClC1=CC=C(C=C1)N1C2=NC(=NC(=C2N=C1C1=CC=C(C=C1)C#N)N1CCC(CC1)(C(=O)N)C)OCC(C)(C)O [9-(4-chlorophenyl)-8-(4-cyanophenyl)-2-(2-hydroxy-2-methyl-propoxy)purin-6-yl]-4-methyl-piperidine-4-carboxamide